C(#N)C=1C(N(C2=NC(=CC=C2C1)C(F)(F)F)C1=CC=CC=C1)=O 3-cyano-2-oxo-1-phenyl-7-(trifluoromethyl)-1,2-dihydro-1,8-naphthyridine